[(3R)-1-ethyl-3-piperidyl]amine C(C)N1C[C@@H](CCC1)N